(2s,4s)-2-(4-(4-methoxy-3-(trifluoromethyl)phenyl)piperidine-1-carbonyl)-7-oxa-5-azaspiro[3.4]octan-6-one COC1=C(C=C(C=C1)C1CCN(CC1)C(=O)C1CC2(C1)NC(OC2)=O)C(F)(F)F